4-((1-(4-(6-(trifluoromethyl)pyridazin-3-yl)piperazine-1-carbonyl)cyclopentyl)amino)chlorobenzene FC(C1=CC=C(N=N1)N1CCN(CC1)C(=O)C1(CCCC1)NC1=CC=C(C=C1)Cl)(F)F